FC1(CCC(CC1)CNC=1N=CC2=C(N1)NC=C2C2=NC=1N(C=C2)N=CC1)F N-((4,4-difluorocyclohexyl)methyl)-5-(pyrazolo[1,5-a]pyrimidin-5-yl)-7H-pyrrolo[2,3-d]pyrimidin-2-amine